CC1(OC[C@@H](O1)[C@H]1C=C2OC(O[C@H]2O1)(C)C)C (3ar,5R,6as)-5-((R)-2,2-dimethyl-1,3-dioxolan-4-yl)-2,2-dimethyldihydrofuro[3,2-d][1,3]dioxolan